2-(acetamido)-α-D-glucopyranose C(C)(=O)N[C@@]1([C@@H](O)O[C@@H]([C@H]([C@@H]1O)O)CO)O